ClC1=CC2=C(N=C(N=C2N2CCN(CC2)C(C=C)=O)OC[C@H]2N(CCC2)C)C(=N1)OC1=C2C=NNC2=CC(=C1C)Cl 1-[4-(6-chloro-8-[(6-chloro-5-methyl-1H-indazol-4-yl)oxy]-2-{[(2S)-1-methylpyrrolidin-2-yl]methoxy}pyrido[3,4-d]pyrimidin-4-yl)piperazin-1-yl]prop-2-en-1-one